CC(=O)N[C@@H]1[C@H]([C@@H]([C@H](O[C@H]1O)CO)O[C@H]2[C@@H]([C@H]([C@@H]([C@H](O2)CO)O[C@H]3[C@H]([C@H]([C@@H]([C@H](O3)CO[C@@H]4[C@H]([C@H]([C@@H]([C@H](O4)CO[C@H]5[C@@H]([C@H]([C@@H]([C@H](O5)CO)O)O[C@H]6[C@@H]([C@H]([C@H]([C@H](O6)CO)O)O)O)NC(=O)C)O)O)O[C@H]7[C@@H]([C@H]([C@@H]([C@H](O7)CO)O)O[C@H]8[C@@H]([C@H]([C@H]([C@H](O8)CO)O)O)O)NC(=O)C)O)O[C@@H]9[C@H]([C@H]([C@@H]([C@H](O9)CO)O)O)O[C@H]1[C@@H]([C@H]([C@@H]([C@H](O1)CO)O)O[C@H]1[C@@H]([C@H]([C@H]([C@H](O1)CO)O)O)O)NC(=O)C)O)O)NC(=O)C)O The molecule is an amino oligosaccharide that is an undecasaccharide derivative consisting of a linear hexasaccharide chain of beta-D-galactose, N-acetyl-beta-D-glucosamine, alpha-D-mannose, beta-D-mannose and two further N-acetyl-beta-D-glucosamine residues linked sequentially (1->3), (1->2), (1->3), (1->4) and (1->4), to the beta-D-mannose residue of which is also linked (1->3) a beta-D-galactosyl-(1->3)-N-acetyl-beta-D-glucosaminyl-(1->2)-[beta-D-galactosyl-(1->3)-N-acetyl-beta-D-glucosaminyl-(1->2)-alpha-D-mannosyl branched pentasaccharide unit. It is an amino oligosaccharide and a glucosamine oligosaccharide.